C(C)(C)(C)OC(=O)N1C[C@@H]([C@@H](CC1)OCC(C)O)F (3S,4R)-3-fluoro-4-(2-hydroxypropoxy)piperidine-1-carboxylic acid tert-butyl ester